N1CCC(CC1)CN1CCC(CC1)C1=CC=C(C=C1)N[C@@H]1C(NC(CC1)=O)=O (S)-3-((4-(1-(Piperidin-4-ylmethyl)piperidin-4-yl)phenyl)amino)piperidine-2,6-dione